(R)-4-(3-(3-aminopiperidine-1-carbonyl)-1-(2-fluoro-4-isopropylphenyl)-1H-pyrazole-5-yl)benzonitrile N[C@H]1CN(CCC1)C(=O)C1=NN(C(=C1)C1=CC=C(C#N)C=C1)C1=C(C=C(C=C1)C(C)C)F